tert-butyl N-methyl-N-(4-oxocycloheptyl)carbamate CN(C(OC(C)(C)C)=O)C1CCC(CCC1)=O